ClC1=CC2=C(N=CN(C2=O)CC2(CCN(CC2)C(C2=C(C=C(C=C2)Cl)F)=O)O)N1C1=CC=C(C=C1)[C@H]1NC[C@@H](OC1)C 6-Chloro-3-((1-(4-chloro-2-fluorobenzoyl)-4-hydroxypiperidin-4-yl)methyl)-7-(4-((3R,6S)-6-methylmorpholin-3-yl)phenyl)-3,7-dihydro-4H-pyrrolo[2,3-d]pyrimidin-4-one